benzothiophene-2,3-dicarboxylic acid S1C(=C(C2=C1C=CC=C2)C(=O)O)C(=O)O